2-phenyl-N-(5-silaspiro[4.5]decan-8-yl)-4H-pyrrolo[2,3-d]thiazole-5-carboxamide C1(=CC=CC=C1)C=1SC2=C(N1)NC(=C2)C(=O)NC2CC[Si]1(CCCC1)CC2